CN(CCC[C@@H](C(=O)O)N(C)C(=O)OC)C (2S)-5-(dimethylamino)-2-[methoxycarbonyl-(methyl)amino]Valeric acid